Cl.NCCCCCCCCCCC(=O)OCC Ethyl 11-aminoundecanoate hydrochloride